OC(CCCCCCCC(=O)O)C(CC=CCC=CCC)O 9,10-dihydroxyoctadeca-12,15-dienoic acid